Methylbipyridin CC=1C(=NC=CC1)C1=NC=CC=C1